tert-butyl ((S)-(7-((R)-(((R)-2-amino-3-methylbutyl)amino)(cyclopropyl)methyl)imidazo[1,2-b]pyridazin-2-yl)(4,4-difluorocyclohexyl)methyl)carbamate N[C@@H](CN[C@@H](C1=CC=2N(N=C1)C=C(N2)[C@H](C2CCC(CC2)(F)F)NC(OC(C)(C)C)=O)C2CC2)C(C)C